4-methyl-pentanoic acid isopropyl ester dihydrochloride Cl.Cl.C(C)(C)OC(CCC(C)C)=O